FC1=C(C(=CC=C1)F)C=1C(=NC=C(C1)F)C1(CC(=NO1)N1C[C@H](C(C1)(F)F)NS(=O)(=O)C)C N-[(3R)-1-{5-[3-(2,6-difluorophenyl)-5-fluoropyridin-2-yl]-5-methyl-4,5-dihydro-1,2-oxazol-3-yl}-4,4-difluoropyrrolidin-3-yl]methanesulfonamide